tert-butyl 2-(3-chloro-6-(2-((2,2-difluoroethyl) (isopropyl) carbamoyl)-4-fluorophenoxy)-1,2,4-triazin-5-yl)-2,7-diazaspiro[3.5]nonane-7-carboxylate ClC=1N=NC(=C(N1)N1CC2(C1)CCN(CC2)C(=O)OC(C)(C)C)OC2=C(C=C(C=C2)F)C(N(C(C)C)CC(F)F)=O